(R)-5-(2-(1H-indol-4-yl)-4-(3-methylmorpholino)pyrido[3,2-d]pyrimidin-6-yl)-6-methylpyridinecarbonitrile N1C=CC2=C(C=CC=C12)C=1N=C(C2=C(N1)C=CC(=N2)C=2C=CC(=NC2C)C#N)N2[C@@H](COCC2)C